(2S,3S,4R,5S)-4-[[3-(3,4-difluoro-2-methoxy-phenyl)-5-(difluoromethyl)-4,5-dimethyl-tetrahydrofuran-2-carbonyl]amino]pyridine-2-carboxamide FC=1C(=C(C=CC1F)[C@H]1[C@H](O[C@]([C@@H]1C)(C)C(F)F)C(=O)NC1=CC(=NC=C1)C(=O)N)OC